3-(((5-methyl-5-phenyl-4,5-dihydro-1H-imidazol-2-yl)thio)methyl)-5,10-dihydrobenzo[e]thiazolo[3,2-a][1,3]diazepine dihydrochloride Cl.Cl.CC1(CN=C(N1)SCC1=CSC=2N1CC1=C(CN2)C=CC=C1)C1=CC=CC=C1